O1C(CC1)CNC1=NC(=NC(=N1)NC1=CC=NC=C1)C1=CC=CC=C1 N2-(oxetan-2-ylmethyl)-6-phenyl-N4-(pyridin-4-yl)-1,3,5-triazine-2,4-diamine